ClC1=NC=C(C=N1)C=C 2-chloro-5-vinylpyrimidine